C1(CCC1)N1C[C@H](C=CC1)O (S)-1-cyclobutyl-1,2,3,6-tetrahydropyridin-3-ol